C(C)(=O)N1CCC(CC1)(C(=O)NC1=NC=C(C=C1)C1=NC(=CN=C1)OCC)C1=NC(=NC=C1)NS(=O)(=O)C1CC1 1-acetyl-4-(2-(cyclopropanesulfonylamino)pyrimidin-4-yl)-N-(5-(6-ethoxypyrazin-2-yl)pyridin-2-yl)piperidine-4-carboxamide